OC[C@@H](CCNC(OC(C)(C)C)=O)C tert-butyl [(3R)-4-hydroxy-3-methylbutyl]carbamate